OC=1C(=C2C=CC(=CC2=CC1)C(=O)O)Cl 6-hydroxy-5-chloro-2-naphthoic acid